5-chloro-N4-(2-dimethylphosphorylphenyl)-N2-[3-(4-Piperidinyl)phenyl]pyrimidine-2,4-diamine ClC=1C(=NC(=NC1)NC1=CC(=CC=C1)C1CCNCC1)NC1=C(C=CC=C1)P(=O)(C)C